C(CCCCCCCCC)N(C(CCCC(=O)O)=O)CCCCCCCCCC 5-(didecylamino)-5-oxopentanoic acid